CC1=CC2=C(C=C1C)N(C3=NC(=O)NC(=O)C3=N2)C[C@@H]([C@@H]([C@@H](COP(=O)(O)O[C@H](C)[C@@H](C(=O)O)N)O)O)O The molecule is a L-threonine derivative that is L-threonine attached via its side-chain to FMN via a phosphate linkage. It is a flavin mononucleotide, a L-threonine derivative and a non-proteinogenic L-alpha-amino acid. It derives from a FMN.